C(CCCCCCCCCCCCCCC)NCCCCCCCCCCCCCCCC di-hexadecyl-amine